FC(CN1[C@@H](C=2NC3=CC(=CC=C3C2C[C@H]1C)C(=O)OC)C1=C(C=C(C=C1F)OC1CN(C1)CCCF)F)(CO)F methyl (1r,3r)-2-(2,2-difluoro-3-hydroxypropyl)-1-(2,6-difluoro-4-((1-(3-fluoropropyl) azetidin-3-yl) oxy) phenyl)-3-methyl-2,3,4,9-tetrahydro-1H-pyrido[3,4-b]indole-7-carboxylate